2-iodo-6-methyl-4-(trifluoromethyl)phenol IC1=C(C(=CC(=C1)C(F)(F)F)C)O